4-((7-chloroisoquinolin-1-yl)amino)-N-(3,4-dimethoxybenzyl)pyridinecarboxamide ClC1=CC=C2C=CN=C(C2=C1)NC1=CC(=NC=C1)C(=O)NCC1=CC(=C(C=C1)OC)OC